3-aminobenzene-1,2-diol hydrochloride Cl.NC1=C(C(=CC=C1)O)O